(1R,2R,3S,4R,5S)-1-(2-(2-Amino-3-isopropyl-quinolin-7-yl)ethyl)-4-(4-amino-7H-pyrrolo[2,3-d]pyrimidin-7-yl)bicyclo[3.1.0]hexane-2,3-diol NC1=NC2=CC(=CC=C2C=C1C(C)C)CC[C@@]12[C@H]([C@H]([C@@H]([C@H]2C1)N1C=CC2=C1N=CN=C2N)O)O